5-(2-(9H-carbazole-9-yl)ethyl)-1,3,4-oxadiazole-2-thiol C1=CC=CC=2C3=CC=CC=C3N(C12)CCC1=NN=C(O1)S